OC(CCCC)=O hydroxypentan-1-one